(4-((4-fluorophenyl)sulfonyl)-3,4-dihydro-2H-benzo[b][1,4]oxazin-6-yl)thiophene-2-sulfonamide FC1=CC=C(C=C1)S(=O)(=O)N1C2=C(OCC1)C=CC(=C2)C2=C(SC=C2)S(=O)(=O)N